(1r,4r,5s)-5-((7-bromo-8-fluoro-3-iodo-6-methyl-2-(methylsulfanyl)quinolin-4-yl)amino)-2-azabicyclo[2.1.1]hexane-2-carboxylic acid tert-butyl ester C(C)(C)(C)OC(=O)N1[C@H]2[C@H]([C@@H](C1)C2)NC2=C(C(=NC1=C(C(=C(C=C21)C)Br)F)SC)I